ethyl 2-(4-acetyl-2-((7-(2-(aminomethyl)-3-fluoropyridin-4-yl)-2-fluorobenzofuran-5-yl)methoxy)phenyl)acetate C(C)(=O)C1=CC(=C(C=C1)CC(=O)OCC)OCC=1C=C(C2=C(C=C(O2)F)C1)C1=C(C(=NC=C1)CN)F